4-((7-chloro-2-(4-(chloromethyl)phenyl)quinolin-4-yl)methyl)morpholine ClC1=CC=C2C(=CC(=NC2=C1)C1=CC=C(C=C1)CCl)CN1CCOCC1